C(C)(C)(C)OC(=O)N1C(OC[C@@H]1C1=CC(=C(C=C1)F)N1N=CN=C1C(F)F)(C)C (S)-4-(3-(5-(difluoromethyl)-1H-1,2,4-triazol-1-yl)-4-fluorophenyl)-2,2-dimethyl-oxazolidine-3-carboxylic acid tert-butyl ester